[Cl-].C(CCCCC)N1C=[N+](C=C1)C 1-Hexyl-3-methyl-Imidazolium chloride